C(C)(C)(C)OC(=O)N1[C@@H]2[C@@H](NC[C@H]1CC2)CC=C (1s,2s,5r)-2-allyl-3,8-diazabicyclo[3.2.1]octane-8-carboxylic acid tert-butyl ester